C(C)(=O)NC1CCC(CC1)C1=NN=C(S1)C=1C(=CC(=NC1)C1=CC=C2N1N=CC(=C2)C#N)NC2CC(C2)CNC(OC)=O methyl (((1R,3r)-3-((5-(5-((1r,4R)-4-acetamidocyclohexyl)-1,3,4-thiadiazol-2-yl)-2-(3-cyanopyrrolo[1,2-b]pyridazin-7-yl)pyridin-4-yl)amino)cyclobutyl)methyl)carbamate